C(CCC)[N+](CCCC)(CCCC)CCCC.C([C@@H](O)C)(=O)[O-] L-lactic acid-tetrabutylammonium salt